C(C)(C)(C)OC(=O)N1C[C@]2(CCN3N=C(C=C32)C=3C=NC(=C(C3)O[C@H](C)C3=CC=CC=C3)N)CC1 |&1:9| (rac)-tert-butyl-2'-{6-amino-5-[(1R)-1-phenylethoxy]pyridin-3-yl}-5',6'-dihydrospiro[pyrrolidine-3,4'-pyrrolo[1,2-b]pyrazole]-1-carboxylate